[N].C(C1=CC=CC=C1)OC(=O)N[C@@H](CCCCN)C(=O)O benzyloxycarbonyl-L-Lysine nitrogen